(1R,2R)-1-(4-chloro-2-cyanophenyl)-1-(1-methyl-1H-pyrazol-4-yl)propan ClC1=CC(=C(C=C1)[C@@H](CC)C=1C=NN(C1)C)C#N